3-[[1-[2-hydroxy-4-(trifluoromethyl)phenyl]pyrido[3,4-d]pyridazin-4-yl]amino]piperidin-2-one OC1=C(C=CC(=C1)C(F)(F)F)C1=C2C(=C(N=N1)NC1C(NCCC1)=O)C=NC=C2